2-Nonylundecyl (S)-3-(3,5-difluorophenyl)-2-(((S)-(perfluorophenoxy)(phenoxy)-phosphoryl)amino)propanoate FC=1C=C(C=C(C1)F)C[C@@H](C(=O)OCC(CCCCCCCCC)CCCCCCCCC)N[P@](=O)(OC1=CC=CC=C1)OC1=C(C(=C(C(=C1F)F)F)F)F